COC(C1=CC(C(=O)OC)=C(C=C1OCC=C)OCC=C)=O 4,6-Diallyloxyisophthalic acid dimethyl ester